COC(=O)C=1C=2N(C=CC1C=1C=NN(C1C)CC13CC4CC(CC(C1)C4)C3)C(=CN2)C2=NC=C(C=C2)NC=2SC3=C(N2)C=CC=C3 7-(1-(adamantan-1-ylmethyl)-5-methyl-1H-pyrazol-4-yl)-3-(5-(benzo[d]thiazol-2-ylamino)pyridin-2-yl)imidazo[1,2-a]pyridine-8-carboxylic acid methyl ester